NC1=C(CN)C=C(C=C1)Br 2-Amino-5-bromobenzylamine